NC1=NC=2C=C(C=CC2C2=C1N=C(N2CC2=CC=C(C=C2)CNC(=O)OC(C)(C)C)CCCC)/C=C/C(=O)OC methyl (E)-3-(4-amino-1-(4-(((tert-butoxycarbonyl)amino)methyl)-benzyl)-2-butyl-1H-imidazo[4,5-c]quinolin-7-yl)acrylate